N(=[N+]=[N-])CCC1N(CCCC1)C=1C2=C(N=C(N1)SCC)C(=C(N=C2C#C)Cl)F 4-(2-(2-azidoethyl)piperidin-1-yl)-7-chloro-2-(ethylthio)-5-ethynyl-8-fluoropyrido[4,3-d]pyrimidine